1-(tert-butyl) 2-methyl (1R,2S,4S)-4-((tert-butyldiphenylsilyl)oxy)cyclohexane-1,2-dicarboxylate [Si](C1=CC=CC=C1)(C1=CC=CC=C1)(C(C)(C)C)O[C@@H]1C[C@@H]([C@@H](CC1)C(=O)OC(C)(C)C)C(=O)OC